FC(COCC1OC(OC1)=O)(C(F)F)F 4-[(2,2,3,3-tetrafluoropropoxy)methyl]-1,3-dioxolan-2-one